1-(benzo[d][1,3]dioxol-5-ylmethyl)piperazine ethyl-(4S,5R)-4-hydroxy-5-methyl-5-(trifluoromethyl)-4,5-dihydrofuran-2-carboxylate C(C)OC(=O)C=1O[C@]([C@H](C1)O)(C(F)(F)F)C.O1COC2=C1C=CC(=C2)CN2CCNCC2